(+)-1-{7-[2-{[1-(2-methoxyethyl)piperidin-4-yl]oxy}-7-(5-methyl-1H-indazol-4-yl)-8-(2,2,2-trifluoroethoxy)-6-vinylquinazolin-4-yl]-2,7-diazaspiro[3.5]non-2-yl}prop-2-en-1-one COCCN1CCC(CC1)OC1=NC2=C(C(=C(C=C2C(=N1)N1CCC2(CN(C2)C(C=C)=O)CC1)C=C)C1=C2C=NNC2=CC=C1C)OCC(F)(F)F